C(C)(C)N1C(NC(=CC1=O)N[C@@H](CC)C1=CC=CC=C1)=O (S)-3-isopropyl-6-((1-phenylpropyl)amino)pyrimidine-2,4(1h,3h)-dione